CC1=C(C=C(C=N1)N)C=1C=C(C=2N(C1)C=CN2)N2CCOCC2 6-methyl-5-[8-(morpholin-4-yl)imidazo[1,2-a]pyridin-6-yl]pyridin-3-amine